2-[METHYL(4-METHYLCYCLOHEXYL)AMINO]ACETALDEHYDE CN(CC=O)C1CCC(CC1)C